1-methyl-3-methoxyethylimidazole CN1CN(C=C1)CCOC